N-[1,1'-Biphenyl]-4-yl-N-(4-bromophenyl)-9,9-dimethyl-9H-fluoren-2-amin C1(=CC=C(C=C1)N(C1=CC=2C(C3=CC=CC=C3C2C=C1)(C)C)C1=CC=C(C=C1)Br)C1=CC=CC=C1